[Se]([Se]C1=CC=C(C=C1)N=CC1=CC=C(C=C1)OC1=CC=C(C=C1)OCC)C1=CC=C(C=C1)N=CC1=CC=C(C=C1)OC1=CC=C(C=C1)OCC N,N'-(Diselanediylbis(4,1-phenylene))bis(1-(4-(4-ethoxyphenoxy)phenyl)methanimine)